(6S,7R)-12-(benzyloxy)-6-chloro-1,11-dioxo-N-(2,4,6-trifluorobenzyl)-1,4,5,6,7,11-hexahydro-3H-2,7-methanopyrido[1,2-a][1,4]diazonine-10-carboxamide C(C1=CC=CC=C1)OC=1C(C(=CN2C1C(N1CCC[C@@H]([C@H]2C1)Cl)=O)C(=O)NCC1=C(C=C(C=C1F)F)F)=O